3,5-diaminophenylacetyl chloride NC=1C=C(C=C(C1)N)CC(=O)Cl